2-Amino-6-(oxazol-5-yl)-7-oxo-6-phenyl-4,5,6,7-tetrahydrobenzo[b]thiophene-3-carboxylic acid NC1=C(C2=C(S1)C(C(CC2)(C2=CC=CC=C2)C2=CN=CO2)=O)C(=O)O